O=S1(N(CCC1)C1CCC(CC1)COC=1C(C=C(OC1)CN1CC2=CC=CC=C2C1)=O)=O 5-(((1r,4r)-4-(1,1-dioxidoisothiazolidin-2-yl)cyclohexyl)methoxy)-2-(isoindolin-2-ylmethyl)-4H-pyran-4-one